ethyl-6-azaspiro[2.5]octane-1,6-dicarboxamide C(C)C1(CC12CCN(CC2)C(=O)N)C(=O)N